Ethyl 2-(4-bromo-2,5-difluorobenzyl)-4-fluoro-1-(2-methoxyethyl)-1H-benzo[d]imidazole-6-carboxylate BrC1=CC(=C(CC2=NC3=C(N2CCOC)C=C(C=C3F)C(=O)OCC)C=C1F)F